FC1(CC(C1)(C)CN1N=C(C(=C1C(=O)NC1=CC(=NC=C1)S(=O)(=N)C)C)C(C)(F)F)F 1-((3,3-difluoro-1-methylcyclobutyl)methyl)-3-(1,1-difluoroethyl)-4-methyl-N-(2-(S-methylsulfonimidoyl)pyridin-4-yl)-1H-pyrazole-5-carboxamide